2-amino-5-bromo-N-(2-(3-hydroxy-3-methylbut-1-yn-1-yl)pyrimidin-4-yl)nicotinamide NC1=C(C(=O)NC2=NC(=NC=C2)C#CC(C)(C)O)C=C(C=N1)Br